O[C@@H]1[C@H](O[C@H]([C@@H]1O)N1C(NC(C=C1)=NO)=O)COC(C(C)C)=O ((2R,3S,4R,5R)-3,4-dihydroxy-5-(4-(hydroxyimino)-2-oxo-3,4-dihydropyrimidin-1(2H)-yl) tetrahydrofuran-2-yl)methylisobutyrate